C(C)(C)(C)OC(NC1=NC(=CC(=C1)F)COCC1=CC(=C(C(=C1)C1=NN(C=N1)C)OC)N)=O (6-(((3-Amino-4-methoxy-5-(1-methyl-1H-1,2,4-triazol-3-yl)benzyl)oxy)methyl)-4-fluoropyridin-2-yl)carbamic acid tert-butyl ester